4-Cyclobutoxy-3-Fluoroaniline C1(CCC1)OC1=C(C=C(N)C=C1)F